OC=1C=C(C=NC1)C#CC=1C=C(C=NC1)C(=O)N1CCN(CC1)C1=CC=C(C(=O)OCC=C)C=C1 Prop-2-enyl 4-[4-[5-[2-(5-hydroxypyridin-3-yl)ethynyl]pyridine-3-carbonyl]piperazin-1-yl]benzoate